2-bromo-6-methyl-4-(trifluoromethyl)aniline BrC1=C(N)C(=CC(=C1)C(F)(F)F)C